BrC=1C(=NC(=NC1)Cl)NC=1C(=NC(=CC1)N)N.[N] nitrogen ((5-bromo-2-chloropyrimidin-4-yl)amino)pyridine-2,6-diamine